6-((((1-methylcyclopropyl)methyl)amino)methyl)-4-(trifluoromethyl)isoindolin-1-one CC1(CC1)CNCC1=CC(=C2CNC(C2=C1)=O)C(F)(F)F